O1COC2=C1C=CC(=C2)CNC2=NC=NC(=C2)C2=CC(=CC=C2)OC N-(benzo[d][1,3]dioxol-5-ylmethyl)-6-(3-methoxyphenyl)pyrimidin-4-amine